ClC=1C=NC=C(C1N1CCN(CC1)C(C(=O)O)C1=CC(=CC=C1)OC)Cl 2-(4-(3,5-dichloropyridin-4-yl)piperazin-1-yl)-2-(3-methoxyphenyl)acetic acid